CC1CN(CCO1)C(CNC1=CC=C2CN(C(C2=C1)=O)C1C(NC(CC1)=O)=O)=O 3-[6-[[2-(2-methylmorpholin-4-yl)-2-oxo-ethyl]amino]-1-oxo-isoindolin-2-yl]piperidine-2,6-dione